[NH4+].COC=1C=C2C=CC=[N+](C2=CC1)CCCS(=O)(=O)O 6-methoxy-N-(3-sulfopropyl)quinolinium ammonium